trimesic acid tripotassium salt [K+].[K+].[K+].C(C1=CC(C(=O)[O-])=CC(C(=O)[O-])=C1)(=O)[O-]